4-chloro-2-fluoro-1-nitrobenzene ClC1=CC(=C(C=C1)[N+](=O)[O-])F